BrC1=C(C=C(C=C1)C1C(NC(CC1)=O)=O)F 3-(4-bromo-3-fluorophenyl)piperidine-2,6-dione